CC1(N=C(OC1)C1=CC=C(C=C1)C1=CC=2C3(C4=CC(=CC=C4C2C=C1)C1=CC=C(C=C1)C=1OCC(N1)(C)C)C1=CC=CC=C1C=1C=CC=CC13)C 2,7-bis(4-(4,4-dimethyloxazolin-2-yl)phenyl)-9,9'-spirobifluorene